trans-dipropylcyclohex-4-en-1,2-dicarboxylate C(CC)OC(=O)[C@H]1[C@@H](CC=CC1)C(=O)OCCC